NCC1=CC(=C(C(=C1)C)NC(=O)C1=CC2=C(OCCC3=C2SC=C3)C=C1C=1C(=NC(=CC1)C(=O)N1CCC(CC1)(F)F)C(=O)OC)C methyl 3-(9-((4-(aminomethyl)-2,6-dimethylphenyl)carbamoyl)-4,5-dihydrobenzo[b]thieno[2,3-d]oxepin-8-yl)-6-(4,4-difluoropiperidine-1-carbonyl)picolinate